1-(1,1-Dioxo-2,3-dihydropyrido[2,3-f][1,4]thiazepine-4(5H)-yl)ethan-1-one O=S1(CCN(CC2=C1C=CC=N2)C(C)=O)=O